14-Methyl-4-pentadecenic acid CC(CCCCCCCCC=CCCC(=O)O)C